TBDPSChloride [Si](C1=CC=CC=C1)(C1=CC=CC=C1)(C(C)(C)C)Cl